2-[4-(dimethylphosphoryl)phenyl]-4,4,5,5-tetramethyl-1,3,2-dioxaborolane CP(=O)(C)C1=CC=C(C=C1)B1OC(C(O1)(C)C)(C)C